C(\C=C\C(=O)[O-])(=O)[O-].C(N)(=O)C(C[N-]C([C@@H](CC(C(CC(CC1=CC(=C(C=C1)OC)OCCCOC)C(C)C)N)O)C(C)C)=O)(C)C.C(N)(=O)C(C[N-]C([C@@H](CC(C(CC(CC1=CC(=C(C=C1)OC)OCCCOC)C(C)C)N)O)C(C)C)=O)(C)C (S)-N-(2-carbamoyl-2-methylpropyl)-5-amino-4-hydroxy-2,7-diisopropyl-8-[4-methoxy-3-(3-methoxypropoxy)-phenyl]Octanoyl-amide hemi-fumarate